CC(C(=O)O)CCC(C)C 2,5-dimethyl-hexanoic acid